OC(C)C1=CC(=C(OCCCC(=O)O)C=C1[N+](=O)[O-])OC 4-(4-(1-hydroxyethyl)-2-methoxy-5-nitrophenoxy)butanoic acid